2-propylhexylacrylate C(CC)C(COC(C=C)=O)CCCC